ClC1=CC=C(C=C1)C(C(C)N)Br 1-p-chlorophenyl-2-amino-1-bromo-propane